N[C@H]1CN(C[C@@H](C1)F)C(=O)C=1C=C(C=2N(C1)N=C(C2C)C=2N(C1=CC(=CC=C1C2)C=2C=C(C=CC2)NS(=O)(=O)C)CC2CC2)OC N-[3-(2-{6-[(3r,5r)-3-amino-5-fluoropiperidine-1-carbonyl]-4-methoxy-3-methylpyrazolo[1,5-a]pyridin-2-yl}-1-(cyclopropylmethyl)-1H-indol-6-yl)phenyl]methanesulfonamide